6-[1-(2,2-difluoroethyl)-1H-pyrazolo[3,4-b]pyrazin-6-yl]-2-{[6-(trifluoromethyl)pyridin-3-yl]methyl}-2,6-diazaspiro[3.4]octane FC(CN1N=CC=2C1=NC(=CN2)N2CC1(CN(C1)CC=1C=NC(=CC1)C(F)(F)F)CC2)F